(4-(4-bromothiophen-2-yl)-3-chlorophenyl)(4-hydroxypiperidin-1-yl)methanone BrC=1C=C(SC1)C1=C(C=C(C=C1)C(=O)N1CCC(CC1)O)Cl